COC(=O)[C@@H]1C[C@H](CCC1)OC=1C(=NC(=CC1)C=1N=NN(C1CC#N)C)C (1S,3S)-3-((6-(5-(cyanomethyl)-1-methyl-1H-1,2,3-triazol-4-yl)-2-methylpyridin-3-yl)oxy)cyclohexane-1-carboxylic acid methyl ester